3-(5-(((1S,2R)-2-(3-(1-(3,3-difluorocyclobutane-1-carbonyl)piperidin-4-yl)-azetidin-1-yl)-3,3-difluoro-cyclohexyl)oxy)-1-oxoisoindolin-2-yl)piperidine-2,6-dione FC1(CC(C1)C(=O)N1CCC(CC1)C1CN(C1)[C@@H]1[C@H](CCCC1(F)F)OC=1C=C2CN(C(C2=CC1)=O)C1C(NC(CC1)=O)=O)F